4-{[(6-chloropyridin-3-yl)methyl](2,2-difluoroethyl)-amino}furan-2(5H)-one ClC1=CC=C(C=N1)CN(C1=CC(OC1)=O)CC(F)F